C1(=CC=CC=C1)N(C(C(F)(F)F)=O)C(=O)OC(C)(C)C N-phenyl-N-t-butoxycarbonyl-trifluoroacetamide